6-chloro-3-cyclopropyl-N-(pyrimidin-5-yl)-[1,2,4]triazolo[4,3-b]pyridazin-8-amine ClC=1C=C(C=2N(N1)C(=NN2)C2CC2)NC=2C=NC=NC2